Diisopropyl fumarat C(\C=C\C(=O)OC(C)C)(=O)OC(C)C